C(CCCCCCCCCCCCCCCCC)(=O)OCC(COC(CCCCCCCCCCCCCCCCC)=O)(COC(CCCCCCCCCCCCCCCCC)=O)N(C)C 2-(dimethylamino)-2-((stearoyloxy)methyl)propane-1,3-diol distearate